ClC=1C=CC(=C(C1)NC(=O)C=1SC=CC1)OCC N-(5-chloro-2-ethoxyphenyl)thiophene-2-carboxamide